3,6,10-trimethylundecane-3,5,9-trien-2-one CC(C(C)=O)=CC=C(CCC=C(C)C)C